8-(2-chloro-6-methylpyridin-4-yl)-7-(4-chlorophenyl)-[1,2,4]triazolo[4,3-c]pyrimidin-5-amine ClC1=NC(=CC(=C1)C=1C=2N(C(=NC1C1=CC=C(C=C1)Cl)N)C=NN2)C